tert-butyl (1S,2S,SR)-3-benzyl-2-formyl-3,8-diazabicyclo[3.2.1]octane-8-carboxylate C(C1=CC=CC=C1)N1[C@@H]([C@@H]2CC[C@@H](C1)N2C(=O)OC(C)(C)C)C=O |&1:12|